methyl (S)-2-((7-((4-methylbenzyl) oxy)-3,4-dihydroisoquinolin-2(1H)-yl) methyl)-1-((oxetan-2-yl) methyl)-1H-benzo[d]imidazole-6-carboxylate CC1=CC=C(COC2=CC=C3CCN(CC3=C2)CC2=NC3=C(N2C[C@H]2OCC2)C=C(C=C3)C(=O)OC)C=C1